The molecule is a cholanic acid conjugate anion that is the conjugate base of glycocholic acid, obtained by deprotonation of the carboxy group; major species at pH 7.3. It has a role as a human metabolite. It is a N-acylglycinate and a cholanic acid conjugate anion. It is a conjugate base of a glycocholic acid. C[C@H](CCC(=O)NCC(=O)[O-])[C@H]1CC[C@@H]2[C@@]1([C@H](C[C@H]3[C@H]2[C@@H](C[C@H]4[C@@]3(CC[C@H](C4)O)C)O)O)C